FC1(CN(CCOC1)C(=O)N1CCN2C=C(C3=CC(=CC(=C23)C1)F)C=1C(NC(C1C1=CN=C2N1C=CC=C2)=O)=O)F 3-(2-(6,6-difluoro-1,4-oxazepan-4-carbonyl)-9-fluoro-1,2,3,4-tetrahydro-[1,4]diazepino[6,7,1-hi]indol-7-yl)-4-(imidazo[1,2-a]pyridin-3-yl)-1H-pyrrole-2,5-dione